tert-butyl (4-(6-methoxy-5-methylpyridin-2-yl)benzyl)carbamate COC1=C(C=CC(=N1)C1=CC=C(CNC(OC(C)(C)C)=O)C=C1)C